(S)-5-bromo-4-(3-((tert-Butoxycarbonyl)amino)-3-methylpyrrolidin-1-yl)-6-cyclopropylnicotinic acid ethyl ester C(C)OC(C1=CN=C(C(=C1N1C[C@@](CC1)(C)NC(=O)OC(C)(C)C)Br)C1CC1)=O